C(C)(C)(C)OC(NCCC1=CC=C(C=C1)NC(CCN1CCOCC1)=O)=O 4-(3-morpholinopropionamido)phenethylcarbamic acid tert-butyl ester